FC(C1CN(C1)C=1N=CC(=NC1)C=C1CC2(CN(C2)C(=O)OC(C)(C)C)C1)(F)F tert-butyl 6-[[5-[3-(trifluoromethyl)azetidin-1-yl]pyrazin-2-yl]methylene]-2-azaspiro[3.3]heptane-2-carboxylate